ammonium octylsulfonate C(CCCCCCC)S(=O)(=O)[O-].[NH4+]